tert-butyl ((2-methyl-4-(2-(1-methyl-1H-pyrazol-4-yl)phenyl)quinolin-6-yl)methyl)(tetrahydro-2H-pyran-4-yl)carbamate CC1=NC2=CC=C(C=C2C(=C1)C1=C(C=CC=C1)C=1C=NN(C1)C)CN(C(OC(C)(C)C)=O)C1CCOCC1